2-amino-3,5-dichloro-N-isopropyl-thiobenzamide NC1=C(C(=S)NC(C)C)C=C(C=C1Cl)Cl